2,5-diisocyanato-1,3-xylene N(=C=O)C1=C(C=C(C=C1C)N=C=O)C